COC1=C(C=C2C3=C(N(C2=C1)C)C(=NC=C3)C)C3=CC=C(C=C3)NC(=O)C=3N=CSC3 N-(4-(7-methoxy-1,9-dimethyl-9H-pyrido[3,4-b]indol-6-yl)phenyl)thiazole-4-carboxamide